5-bromo-3-methylbenzo[b]thiophene BrC1=CC2=C(SC=C2C)C=C1